CC(CC1=CSC=C1)(C)NC(OC1=CC=C(C=C1)[N+](=O)[O-])=O 4-nitrophenyl (2-methyl-1-(thiophen-3-yl)propan-2-yl)carbamate